(S or R)-2-chloro-N,N-dimethyl-4-(2-(6-(1-(pyrimidin-5-yl)cyclobutanecarbonyl)-6-azaspiro[2.5]octan-1-yl)ethoxy)benzamide ClC1=C(C(=O)N(C)C)C=CC(=C1)OCC[C@@H]1CC12CCN(CC2)C(=O)C2(CCC2)C=2C=NC=NC2 |o1:15|